1H-1,2,4-triazole-1-propylamine hydrochloride Cl.N1(N=CN=C1)CCCN